CN1CCN(CC1)CC1=CC=C(C=C1)B1OC(C(O1)(C)C)(C)C 1-methyl-4-(4-(4,4,5,5-tetramethyl-1,3,2-dioxaborolan-2-yl)benzyl)piperazine